C(C)N1N=CC(=C1)O 1-Ethyl-1H-pyrazol-4-ol